COC=1C=C(C=CC1)[C@H]1CCCCC2N1C(C1=C2C=CC(=N1)C=1C=NNC1)=O |o1:8| (9R*)-9-(3-methoxyphenyl)-2-(1H-pyrazol-4-yl)-4b,5,6,7,8,9-hexahydro-11H-pyrido[3',2':3,4]pyrrolo[1,2-a]azepin-11-one